1-N'-[3-fluoro-4-[7-methoxy-6-(methylcarbamoyl)quinolin-4-yl]oxyphenyl]-1-N-(4-fluorophenyl)cyclopropane-1,1-dicarboxamide FC=1C=C(C=CC1OC1=CC=NC2=CC(=C(C=C12)C(NC)=O)OC)NC(=O)C1(CC1)C(=O)NC1=CC=C(C=C1)F